NC=1SC2=C(N1)C(=CC(=C2)C#N)F 2-amino-4-fluoro-1,3-benzothiazole-6-carbonitrile